N2-[1,4-dioxo-[[4-(4-oxo-8-phenyl-4H-1-benzopyran-2-yl)morpholinium-4-yl]methoxy]butyl]-L-arginyl-glycyl-L-alpha-aspartyl-L-serine O=C(CCC(=O)OC[N+]1(CCOCC1)C=1OC2=C(C(C1)=O)C=CC=C2C2=CC=CC=C2)N[C@@H](CCCNC(N)=N)C(=O)NCC(=O)N[C@@H](CC(O)=O)C(=O)N[C@@H](CO)C(=O)O